C(C)C=1C=NC=C(C1N)CC 3,5-diethylpyridin-4-amine